p-nitrophenoxy β-D-galactopyranoside O([C@H]1[C@H](O)[C@@H](O)[C@@H](O)[C@H](O1)CO)OC1=CC=C(C=C1)[N+](=O)[O-]